[Na+].[Na+].[Na+].[Cl-].[Cl-].[Cl-] chloride trisodium